tris(2-trifluoromethylphenyl)vinylsilane FC(C1=C(C=CC=C1)C(=C(C1=C(C=CC=C1)C(F)(F)F)C1=C(C=CC=C1)C(F)(F)F)[SiH3])(F)F